3-(benzyloxy)-6-(2-((4-(benzyloxy)-3-(methoxy-d3) phenethyl) amino)-2-oxoethyl)-2-methoxybenzyl acetate C(C)(=O)OCC1=C(C(=CC=C1CC(=O)NCCC1=CC(=C(C=C1)OCC1=CC=CC=C1)OC([2H])([2H])[2H])OCC1=CC=CC=C1)OC